(1r,4r)-4-(piperazin-1-yl)cyclohexanol N1(CCNCC1)C1CCC(CC1)O